COC(C1=C(C=C2C3CC(N(C2=N1)C(=O)OC(C)(C)C)C3)C=O)OC tert-butyl 7-(dimethoxymethyl)-6-formyl-3,4-dihydro-2,4-methylene-1,8-naphthyridine-1(2H)-carboxylate